3-phenylpropanamide C1(=CC=CC=C1)CCC(=O)N